4-Diethylamino-N-(4-methoxy-7-phenyl-thiazolo[4,5-c]pyridin-2-yl)-benzamid C(C)N(C1=CC=C(C(=O)NC=2SC3=C(C(=NC=C3C3=CC=CC=C3)OC)N2)C=C1)CC